OC1(CC(C1)C(=O)N1CC2(C1)C[C@@H](CC2)C2=CC=C(C=C2)C(F)(F)F)C |r| (rac)-((1s,3s)-3-hydroxy-3-methylcyclobutyl)(6-(4-(trifluoromethyl)phenyl)-2-azaspiro[3.4]octan-2-yl)methanone